[3-[5-[2-[2-[(2R)-2-benzyloxypropoxy]ethoxy]ethyl]-3-pyridyl]-1-tetrahydropyran-2-yl-indazol-5-yl]oxy-tert-butyl-dimethyl-silane C(C1=CC=CC=C1)O[C@@H](COCCOCCC=1C=C(C=NC1)C1=NN(C2=CC=C(C=C12)O[Si](C)(C)C(C)(C)C)C1OCCCC1)C